(phenyl)[(phenyl)(dimethylfluorenyl)triazinyl]dibenzoselenophene C1(=CC=CC=C1)C1=C(C2=C([Se]C3=C2C=CC=C3)C=C1)C1=NN=NC(=C1C1=C(C(=CC=3C2=CC=CC=C2CC13)C)C)C1=CC=CC=C1